O[C@H]1CN(C[C@@H]1C#C[Si](C)(C)C)C(=O)OC(C)(C)C tert-butyl (3R,4S)-3-hydroxy-4-(2-trimethylsilylethynyl)pyrrolidine-1-carboxylate